C[Si]1(C#C[C@H](CCC1)NC(=O)C1=CC=2C(=NC(=CC2)OC)N1)C (S)-N-(1,1-dimethylsilacycloheptyn-4-yl)-6-methoxy-1H-pyrrolo[2,3-b]pyridine-2-carboxamide